tert-Butyl 3-[(methanesulfonyl)oxy]azetidine-1-carboxylate CS(=O)(=O)OC1CN(C1)C(=O)OC(C)(C)C